FC=1C=C2NC=CC2=C2CCS(CC(CCCC(C3=NN(C(C=4C(=CC=C(CC12)C4)F)=N3)C)(C)C=3C=C(C=CC3)O)(C)C)(=O)=O 3-(22,28-Difluoro-3,6,10,10-tetramethyl-12,12-dioxo-12λ6-thia-3,4,19,30-tetrazapentacyclo-[23.3.1.12,5.015,23.016,20]triaconta-1(29),2(30),4,15,17,20,22,25,27-nonaen-6-yl)phenol